COC=1C=2N(C=C(C1)C1=C(C(=NN1)C=1SC(=CN1)C1CCN(CC1)C(CN(C)CCOC)=O)CC(F)(F)F)N=CN2 1-(4-(2-(5-(8-methoxy-[1,2,4]triazolo[1,5-a]pyridin-6-yl)-4-(2,2,2-trifluoroethyl)-1H-pyrazol-3-yl)thiazol-5-yl)piperidin-1-yl)-2-((2-methoxyethyl)(methyl)amino)ethan-1-one